ClC1=C(C=C2C(=C(C(N(C2=N1)C=1C(=NC=NC1C)C(C)C)=O)C#N)O)F 7-chloro-6-fluoro-4-hydroxy-1-(4-isopropyl-6-methylpyrimidin-5-yl)-2-oxo-1,2-dihydro-1,8-naphthyridine-3-carbonitrile